di(pyridine) tungsten dichloride [W](Cl)Cl.N1=CC=CC=C1.N1=CC=CC=C1